CC1(NC(N(C1=O)C1CN(C1)C(=O)C=1C=C(C=O)C=CC1F)=O)C 3-(3-(4,4-dimethyl-2,5-dioxoimidazolidin-1-yl)azetidine-1-carbonyl)-4-fluorobenzaldehyde